(R)-2-((5-chloro-2-((5-cyanopyridin-3-yl)methoxy)-4-((2-methyl-3-(quinolin-2-yl)benzyl)oxy)benzyl)amino)-3-hydroxy-2-methylpropanoic acid ClC=1C(=CC(=C(CN[C@@](C(=O)O)(CO)C)C1)OCC=1C=NC=C(C1)C#N)OCC1=C(C(=CC=C1)C1=NC2=CC=CC=C2C=C1)C